1-Propoxypropan C(CC)OCCC